2-[(1-benzhydryl-4-piperidinyl)methyl]propane-1,1,3-tricarboxylic acid C(C1=CC=CC=C1)(C1=CC=CC=C1)N1CCC(CC1)CC(C(C(=O)O)C(=O)O)CC(=O)O